6-(Cyclopropanecarboxamido)-4-((7-ethyl-4-oxo-3-(2,2,2-trifluoroethyl)-4,7-dihydro-3H-pyrrolo[2,3-d]pyrimidin-5-yl)amino)-N-(methyl-d3)nicotinamide C1(CC1)C(=O)NC1=NC=C(C(=O)NC([2H])([2H])[2H])C(=C1)NC1=CN(C=2N=CN(C(C21)=O)CC(F)(F)F)CC